2-(5,5-dioxido-9-(trifluoromethyl)-6H-dibenzo[c,e][1,2]thiazin-6-yl)acetic acid O=S1(N(C2=C(C3=C1C=CC=C3)C=C(C=C2)C(F)(F)F)CC(=O)O)=O